2-[4-(2,6-diazaspiro[4.5]decan-2-yl)-1H-pyrrolo[2,3-b]pyridin-3-yl]thiazole C1N(CCC12NCCCC2)C2=C1C(=NC=C2)NC=C1C=1SC=CN1